N(=[N+]=[N-])CCCN 3-azido-1-propanamine